FC1=CC=C(OC[C@H]2N(C3CC([C@@H]2C)C3)C(=O)C3=NC(=CC=C3C3=NC=CC=N3)C)C=C1 (3S,4S)-3-(4-Fluorophenoxymethyl)-4-methyl-2-[6-methyl-3-(pyrimidin-2-yl)pyridin-2-carbonyl]-2-azabicyclo[3.1.1]heptan